FC=1C=C(C=CC1O)C(CN1C[C@@H]2[C@H](C1)CC(C2)(O)CC2=CC=C(C=C2)F)O |r| rac-(3aR,5r,6aS)-2-(2-(3-fluoro-4-hydroxyphenyl)-2-hydroxyethyl)-5-(4-fluorobenzyl)octahydro-cyclopenta[c]pyrrol-5-ol